N-(3-((1R,3r,5S,6r)-6-(dimethylcarbamoyl)bicyclo[3.1.0]hexan-3-yl)-1-(4-methoxybenzyl)-1H-pyrazol-5-yl)-3-(methoxymethyl)-1-methyl-1H-pyrazole-5-carboxamide CN(C(=O)C1[C@H]2CC(C[C@@H]12)C1=NN(C(=C1)NC(=O)C1=CC(=NN1C)COC)CC1=CC=C(C=C1)OC)C